CC1(C(C1)(C(=O)OC)C)C(=O)OC dimethyl 1,2-dimethylcyclopropane-1,2-dicarboxylate